5-chloro-N-(5-chloro-6-(2H-1,2,3-triazol-2-yl)pyridin-3-yl)-2,4'-difluoro-2'-(methylsulfinyl)-[1,1'-biphenyl]-4-carboxamide ClC=1C(=CC(=C(C1)C1=C(C=C(C=C1)F)S(=O)C)F)C(=O)NC=1C=NC(=C(C1)Cl)N1N=CC=N1